(5'S,7a'R)-1-(4-bromo-3-methylpyridine-2-carbonyl)-5'-(3,5-difluorophenyl)tetra-hydro-3'H-spiro-[piperidine-4,2'-pyrrolo[2,1-b][1,3]-oxazol]-3'-one BrC1=C(C(=NC=C1)C(=O)N1CCC2(C(N3[C@H](O2)CC[C@H]3C3=CC(=CC(=C3)F)F)=O)CC1)C